C(C)(=O)OCC=CC1=CC=CC=C1 cinnamyl acetate